[6-(5-cyclopropyl-4H-1,2,4-triazol-3-yl)-2-azaspiro[3.3]heptan-2-yl]-[3-[[4-(trifluoromethyl)phenyl]methylamino]azetidin-1-yl]methanone C1(CC1)C=1NC(=NN1)C1CC2(CN(C2)C(=O)N2CC(C2)NCC2=CC=C(C=C2)C(F)(F)F)C1